N-(4-(2-(2-aminopyridin-3-yl)-5-phenyl-3H-imidazo[4,5-b]pyridin-3-yl)benzyl)-2-cyano-6-fluorobenzo[d]thiazole-4-carboxamide NC1=NC=CC=C1C1=NC=2C(=NC(=CC2)C2=CC=CC=C2)N1C1=CC=C(CNC(=O)C=2C=C(C=C3C2N=C(S3)C#N)F)C=C1